N-((S)-1-(((S)-4-((cyclopropylmethyl)amino)-3,4-dioxo-1-(2-oxoimidazolidin-1-yl)butan-2-yl)amino)-4-methyl-1-oxopentan-2-yl)-4-methoxy-1H-indole-2-carboxamide C1(CC1)CNC(C([C@H](CN1C(NCC1)=O)NC([C@H](CC(C)C)NC(=O)C=1NC2=CC=CC(=C2C1)OC)=O)=O)=O